N-(4-benzopyrrolylbutyl)benzamide N1C(=CC2=C1C=CC=C2)CCCCNC(C2=CC=CC=C2)=O